FC(C(=O)OC)(CCCCCC(=O)OC)F dimethyl 2,2-difluorooctanedioate